2-(2-((R)-1-(1-(4-chlorophenyl)cyclopropyl)-3-((R or S)-3,3-difluorooxetan-2-yl)pyrrolidin-3-yl)ethyl)-5-(methylsulfonyl)pyridine ClC1=CC=C(C=C1)C1(CC1)N1C[C@@](CC1)([C@H]1OCC1(F)F)CCC1=NC=C(C=C1)S(=O)(=O)C |o1:15|